FC(C1=NN=C(O1)C=1C=C2C(=NC1)CN(C2=O)N(C)CC2=CC=C(C=C2)F)F 3-[5-(difluoromethyl)-1,3,4-oxadiazol-2-yl]-6-{[(4-fluorophenyl)methyl](methyl)amino}-6,7-dihydro-5H-pyrrolo[3,4-b]pyridin-5-one